4-((9-(6-(bis(4-methoxybenzyl)amino)-4-methyl-3-(trifluoromethyl)pyridin-2-yl)-8-chloro-5,6-dihydro-4H-[1,4]oxazepino[5,6,7-de]quinazolin-4-yl)methyl)pyridazin-3-amine COC1=CC=C(CN(C2=CC(=C(C(=N2)C=2C(=C3C=4C(=NC=NC4C2)N(CCO3)CC3=C(N=NC=C3)N)Cl)C(F)(F)F)C)CC3=CC=C(C=C3)OC)C=C1